(±)-(1s,4s)-1-(1-hydroxyethyl)-7-azabicyclo[2.2.1]heptane-7-carboxylic acid tert-butyl ester C(C)(C)(C)OC(=O)N1C2(CCC1CC2)[C@H](C)O |r|